1-Aminocyclobutyl-pyrimidinemethanol hydrochloride Cl.NC1(CCC1)C1=NC(=NC=C1)CO